[Cl-].[N-](S(=O)(=O)C(F)(F)F)S(=O)(=O)C(F)(F)F.[Cu+2].CC1=NC2=C3N=C(C=CC3=CC=C2C=C1)C.CC1=NC2=C3N=C(C=CC3=CC=C2C=C1)C bis-(2,9-dimethyl-1,10-phenanthroline) copper (II) bis(trifluoromethanesulfonyl)imide chloride